FC1=CC=C(C=C1)C1=NN=C2N1N=C(C(=C2)OC)OCC2=NC=1CCN(CC1C=C2)C(CO)CO 2-(2-(((3-(4-fluorophenyl)-7-methoxy-[1,2,4]triazolo[4,3-b]pyridazin-6-yl)oxy)methyl)-7,8-dihydro-1,6-naphthyridine-6(5H)-yl)propane-1,3-diol